methyl 2-[(1R)-1-[(2-aminopyridin-3-yl)oxy]ethyl]-4-fluorobenzoate NC1=NC=CC=C1O[C@H](C)C1=C(C(=O)OC)C=CC(=C1)F